S1C=CC2=C1C(OCC21CCC1)CNC 1-(5'H,7'H-spiro[cyclobutane-1,4-thieno[2,3-c]pyran]-7'-yl)-N-methylmethylamine